C(C)C1=NC(=C2NC=NC2=N1)NC1CCCCC1 2-ethyl-N6-cyclohexyladenine